NC1=C(C2=C([Se]1)C=CC=C2C=2C1=C(C=3C=NC(=NC3C2Cl)OCC2(CC2)CN2CCC(CC2)=CF)COC1)C#N 2-Amino-4-(5-chloro-3-((1-((4-(fluoromethylidene)piperidin-1-yl)methyl)cyclopropyl)methoxy)-7,9-dihydrofuro[3,4-f]quinazolin-6-yl)benzo[b]selenophene-3-carbonitrile